C1(CC1)C1=NN2C(=NC(=C(C2=O)C=2C=NN(C2)CCC(F)(F)F)C(F)(F)F)S1 2-cyclopropyl-7-(trifluoromethyl)-6-[1-(3,3,3-trifluoropropyl)-1H-pyrazol-4-yl]-5H-[1,3,4]thiadiazolo[3,2-a]pyrimidin-5-one